(R)-2-((2-amino-7-fluoropyrido[3,2-d]pyrimidin-4-yl)amino)-2-methylhexan-1-ol NC=1N=C(C2=C(N1)C=C(C=N2)F)N[C@@](CO)(CCCC)C